NC1=NC(=CC(=N1)N1[C@@H](COCCC1)C1=C(C=C(C=C1)NC(C(F)F)=O)Cl)C |r| (+/-)-N-(4-(4-(2-amino-6-methylpyrimidin-4-yl)-1,4-oxazepan-3-yl)-3-chlorophenyl)-2,2-difluoroacetamide